ClC1=NC=C(C(=N1)N[C@H]1[C@@H](CCC1)C)[N+](=O)[O-] (1R,2R)-2-((2-chloro-5-nitropyrimidin-4-yl)amino)-1-methylcyclopentane